CN1C2=CC=CC=C2C=2C=CC=C(C12)OB(O)O (9-methyl-9H-carbazol-1-yl)boric acid